BrC=1C(=NC=C(C1N1C[C@@](CC1)(C)NC(OC(C)(C)C)=O)C(N[C@@H](C)C1CC1)=O)OC tert-butyl ((S)-1-(3-bromo-5-(((S)-1-cyclopropylethyl)carbamoyl)-2-methoxypyridin-4-yl)-3-methylpyrrolidin-3-yl)carbamate